6-chloro-5-methoxy-1-methyl-3-(1H-pyrazol-4-yl)-2-(1H-1,2,4-triazol-3-yl)-1H-pyrrolo[3,2-b]pyridine ClC=1C=C2C(=NC1OC)C(=C(N2C)C2=NNC=N2)C=2C=NNC2